(R)-1-(4-(4-((1-(3-amino-5-(trifluoromethyl)phenyl)ethyl)amino)-2-methyl-7,8,9,10-tetrahydrobenzo[h]quinazolin-6-yl)-3,6-dihydropyridin-1(2H)-yl)ethan-1-one NC=1C=C(C=C(C1)C(F)(F)F)[C@@H](C)NC1=NC(=NC2=C3C(=C(C=C12)C=1CCN(CC1)C(C)=O)CCCC3)C